C1(=CC=CC=C1)C(C(=O)N)C phenylpropionic amide